1-(2-trimethylsilylethoxymethyl)pyrazole-3-carboxylic acid C[Si](CCOCN1N=C(C=C1)C(=O)O)(C)C